C(C)(C)(C)OC(=O)N[C@@H](C(=O)O)C(C)(C)C (R)-2-((tert-butoxycarbonyl)amino)-3,3-dimethylbutanoic acid